di-t-butyl-di-isopropylbenzene C(C)(C)(C)C1=C(C(=C(C=C1)C(C)C)C(C)C)C(C)(C)C